zinc calcium strontium orthophosphate P(=O)([O-])([O-])[O-].[Sr+2].[Ca+2].[Zn+2].P(=O)([O-])([O-])[O-]